3-[3-oxo-4-(2-trimethylsilanyl-ethoxymethyl)-3,4-dihydro-2H-pyrazino[2,3-b][1,4]oxazin-6-yl]-1,9,12-trioxa-3-aza-dispiro[4.2.4.2]tetradecan-2-one O=C1N(C2=C(OC1)N=CC(=N2)N2C(OC1(C2)CCC2(OCCO2)CC1)=O)COCC[Si](C)(C)C